COC1=C(C=CC=C1)NC(=O)C=1N=C2N(C=C(C=C2)C2=NOC(=N2)C(F)(F)F)C1 N-(2-methoxyphenyl)-6-(5-(trifluoromethyl)-1,2,4-oxadiazol-3-yl)imidazo[1,2-a]pyridine-2-carboxamide